2-[2-(aminomethyl)-3,3-difluoro-allyl]-4-(2-bromo-4-pyridinyl)-1,2,4-triazol-3-one NCC(CN1N=CN(C1=O)C1=CC(=NC=C1)Br)=C(F)F